[Cl-].C(=O)(O)CCCCC[N+]1=C(C(C2=CC=CC=C12)(C)C)\C=C\C1=C/C(/CCC1)=C/C=C\1/N(C2=CC=CC=C2C1(C)C)C 1-(5-carboxypentyl)-3,3-dimethyl-2-((E)-2-((E)-3-((E)-2-(1,3,3-trimethylindolin-2-ylidene)ethylidene)cyclohex-1-enyl)vinyl)-3H-indolium chloride